ClC=1C=C(C=CC1)C(C(=O)O)CNC(=O)C=1C=NN(C1CO)CCC1=NC=2NCCCC2C=C1 (3-chlorophenyl)-3-(5-(hydroxymethyl)-1-(2-(5,6,7,8-tetrahydro-1,8-naphthyridin-2-yl)ethyl)-1H-pyrazole-4-carboxamido)propionic acid